((2-dicyclohexylphosphino-2',4',6'-triisopropyl-1,1'-biphenyl)) palladium [Pd].C1(CCCCC1)P(C1=C(C=CC=C1)C1=C(C=C(C=C1C(C)C)C(C)C)C(C)C)C1CCCCC1